(4-(3-(benzo[d]thiazol-2-ylamino)-5-fluoro-2-methylbenzyl)piperazin-1-yl)(cyclopentyl)methanone S1C(=NC2=C1C=CC=C2)NC=2C(=C(CN1CCN(CC1)C(=O)C1CCCC1)C=C(C2)F)C